(S)-N-(4-(4-Amino-6-ethynyl-5-(quinolin-3-yl)-7H-pyrrolo[2,3-d]pyrimidin-7-yl)-bicyclo[2.2.1]heptan-1-yl)morpholine-2-carboxamide NC=1C2=C(N=CN1)N(C(=C2C=2C=NC1=CC=CC=C1C2)C#C)C21CCC(CC2)(C1)NC(=O)[C@@H]1CNCCO1